2-[7-(1-Hydroxyl-methyl-ethyl)-2-[[(3R)-1-methyl-3-piperidyl]amino]oxazolo[4,5-b]pyridin-5-yl]-3-methyl-5-(trifluoromethyl)phenol OC(C)(C1=C2C(=NC(=C1)C1=C(C=C(C=C1C)C(F)(F)F)O)N=C(O2)N[C@H]2CN(CCC2)C)C